BrC1=CC2=C(C(=NO2)C2=C(C=CC=C2)[C@H](CC2=NC(=CC=C2)NC)N[S@@](=O)C(C)(C)C)C=C1 (S)-N-{(S)-1-[2-(6-Bromobenzo[d]isoxazol-3-yl)phenyl]-2-(6-methylaminopyridine-2-yl)ethyl}-2-methylpropane-2-sulfinamide